Diphenylsilylene(tetramethylcyclopentadienyl)(indenyl)zirconium dichloride [Cl-].[Cl-].C1(=CC=CC=C1)[Si](=[Zr+2](C1C=CC2=CC=CC=C12)C1(C(=C(C(=C1)C)C)C)C)C1=CC=CC=C1